[N+](=O)([O-])C1=C(C=CC(=C1)[N+](=O)[O-])CCOC(/C=C/C1=CC=C(C=C1)OC(=O)C1CCC(CC1)C1CCC(CC1)CCCCC)=O [4-[(E)-3-[2-(2,4-dinitrophenyl)ethoxy]-3-oxo-prop-1-enyl]phenyl]4-(4-pentylcyclohexyl)cyclohexanecarboxylate